butyl [(2R)-1-fluoro-5-hydrazinyl-5-oxopentan-2-yl]carbamate FC[C@@H](CCC(=O)NN)NC(OCCCC)=O